2,4-Dihydroxy-6-methoxy-benzaldehyd OC1=C(C=O)C(=CC(=C1)O)OC